C1=CC(=C(C=C1)C1=C(C=CC=C1)C(=O)[O-])C(=O)[O-] 4,4'-biphenyl-3,3'-dicarboxylate